3-benzylimidazolium C(C1=CC=CC=C1)[N+]1=CNC=C1